C(C)(C)C1=C(NC2=C1N=C(S2)N2CC1(C2)CNC1)C=1C(=C(C(N(C1)C)=O)C)C 5-(6-isopropyl-2-(2,6-diazaspiro[3.3]heptan-2-yl)-4H-pyrrolo[3,2-d]thiazol-5-yl)-1,3,4-trimethylpyridin-2(1H)-one